ClC1=NC=CC=C1S(=O)(=O)NC=1SC(=C(N1)C1=C(C=CC=C1C)C)C1=CC(=CC(=C1)F)OCCC(C)(C)C 2-chloro-N-(5-(3-(3,3-dimethylbutoxy)-5-fluorophenyl)-4-(2,6-dimethylphenyl)thiazol-2-yl)pyridin-3-sulfonamide